n-hexyltriphenyl-ethynyl-silane C(CCCCC)C#C[Si](C1=CC=CC=C1)(C1=CC=CC=C1)C1=CC=CC=C1